1-allyl-4-(benzyloxy)-3-methyl-1H-pyrazole C(C=C)N1N=C(C(=C1)OCC1=CC=CC=C1)C